BrC=1C=C(C(=O)[O-])C=C(N1)Br 2,6-dibromoisonicotinate